C(C)(C)C1=CC=C(C(=C)C)C=C1 p-isopropyl-α-methylstyrene